CC1(CCC(CC1)NC)NC 1,N1,N4-trimethylcyclohexane-1,4-diamine